3-(benzyloxy)pyrrole C(C1=CC=CC=C1)OC1=CNC=C1